3,4-dichloro-5,6-difluoro-1,2-diazine ClC=1N=NC(=C(C1Cl)F)F